N'-hydroxy-2-oxo-1-(prop-2-yn-1-yl)-1,2-dihydropyridine-4-carboximidamide ON=C(N)C1=CC(N(C=C1)CC#C)=O